OC(C)(C)C=1C(NC=CC1)=O 3-(2-hydroxypropan-2-yl)-1H-pyridin-2-one